CC1=C(C=C(C(=O)NCC=2C(=NN(C2C)C)C)C=C1)NS(=O)(=O)C1=CC=C(C=C1)C 4-methyl-3-((4-methylphenyl)sulfonylamino)-N-((1,3,5-trimethyl-1H-pyrazol-4-yl)methyl)benzamide